3-(4-pyridyl)bicyclo[1.1.1]pentan-1-amine hydrochloride Cl.N1=CC=C(C=C1)C12CC(C1)(C2)N